O=C1C(C=C)=CC=CC1=O 2,3-di-oxo-styrene